19-(2,5-dioxo-2,5-dihydro-1H-pyrrol-1-yl)-17-oxo-4,7,10,13-tetraoxo-16-azanonadecane O=C1N(C(C=C1)=O)CCC(NCCC(CCC(CCC(CCC(CCC)=O)=O)=O)=O)=O